N-(1-cyanocyclopropyl)-1-((2,2,2-trifluoro-1-(8-formyldibenzo[b,d]furan-3-yl)ethyl)amino)cyclohexane-1-carboxamide C(#N)C1(CC1)NC(=O)C1(CCCCC1)NC(C(F)(F)F)C=1C=CC2=C(OC3=C2C=C(C=C3)C=O)C1